1-(3,4-dimethylpyrimido[4',5':4,5]thieno[2,3-c]pyridazin-8-yl)-3-methyl-azetidin-3-ol CC1=C(C2=C(N=N1)SC1=C2N=CN=C1N1CC(C1)(O)C)C